(5R,6S)-5-hydroxy-6-((R)-5H-imidazo[5,1-a]isoindol-5-yl)-5,6,7,8-tetrahydroquinoline-2-carboxamide O[C@H]1C=2C=CC(=NC2CC[C@H]1[C@H]1N2C(C3=CC=CC=C13)=CN=C2)C(=O)N